C(CCCC)OCCCCC dipentyl ether